tert-butyl (3-acetyl-9-(8-((3-amino-2-chlorophenyl)sulfanyl)imidazo[1,2-c]pyrimidin-5-yl)-3,9-diazaspiro[5.5]undecane-1-yl)carbamate C(C)(=O)N1CC(C2(CC1)CCN(CC2)C2=NC=C(C=1N2C=CN1)SC1=C(C(=CC=C1)N)Cl)NC(OC(C)(C)C)=O